pyridinebisimine iron salt [Fe].N=1C(C(C=CC1)=N)=N